1-(2-chloro-5-methylpyrimidin-4-yl)-1H-pyrazole-4-carbaldehyde ClC1=NC=C(C(=N1)N1N=CC(=C1)C=O)C